N-(3-{5-bromo-2H-pyrazolo[3,4-b]pyridin-2-yl}-4-fluorophenyl)-5-azaspiro[2.3]hexane BrC1=CC=2C(N=C1)=NN(C2)C=2C=C(C=CC2F)N2CC1(CC1)C2